FC1=C(C(=CC(=C1)OC)F)C1=C(C(N(N1C)C1=NC(=CC=C1CC)N1CCN(CC1)C)=O)NC(C1=CC=C(C=C1)OC(F)F)=O N-[5-(2,6-difluoro-4-methoxyphenyl)-2-[3-ethyl-6-(4-methylpiperazin-1-yl)pyridin-2-yl]-1-methyl-3-oxo-2,3-dihydro-1H-pyrazol-4-yl]-4-(difluoromethoxy)benzamide